C1=CC=CC=2C3=CC=CC=C3C(C12)OC(N(C(C1CCC1)C)CC1=NC2=CC(=CC=C2C=N1)Br)=O (9H-fluoren-9-yl)methyl((7-bromoquinazolin-2-yl)methyl)(cyclobutylmethyl)carbamate